vinyl-3-chloro-2,2-dimethylpropionate C(=C)OC(C(CCl)(C)C)=O